3-isopropoxy-propylamine C(C)(C)OCCCN